(phenoxy)pentafluorocyclotriphosphazene O(C1=CC=CC=C1)P1(=NP(=NP(=N1)(F)F)(F)F)F